N-(3'-((6-((1-acryloylpiperidin-4-yl)oxy)-7-methoxy-quinazolin-4-yl)amino)-2,4-difluoro-4'-methoxy-[1,1'-biphenyl]-3-yl)acetamide C(C=C)(=O)N1CCC(CC1)OC=1C=C2C(=NC=NC2=CC1OC)NC=1C=C(C=CC1OC)C1=C(C(=C(C=C1)F)NC(C)=O)F